3,5-dimethyl-4-acetoxystyrene CC=1C=C(C=C)C=C(C1OC(C)=O)C